C(=C)NC(C(O)C)=O N-vinyllactic acid amide